C(#N)CCNCCCCCCCCNC(OC(C)(C)C)=O tert-Butyl N-{8-[(2-cyanoethyl)amino]octyl}carbamate